FC1=CC=C(C=C1)C(C)C=1C=C(CC2=C(C=C(C=C2C)CC(=O)OC)C)C=CC1O methyl 2-(4-(3-(1-(4-fluorophenyl)ethyl)-4-hydroxybenzyl)-3,5-dimethylphenyl)acetate